COC1=C(CN2CCN(CC2)C2=CC=C(C=C2)C2=CC(=CC=3N2C(=CN3)C#N)C=3C=NN(C3)C)C=CC=C1 5-(4-(4-(2-methoxybenzyl)piperazin-1-yl)phenyl)-7-(1-methyl-1H-pyrazol-4-yl)imidazo[1,2-a]pyridine-3-carbonitrile